(1S,2S)-N-(1-ethyl-2-(2-methoxypyridin-3-yl)pyrrolo[2,3-c]pyridin-5-yl)-2-fluorocyclopropane-1-carboxamide C(C)N1C(=CC=2C1=CN=C(C2)NC(=O)[C@H]2[C@H](C2)F)C=2C(=NC=CC2)OC